3-[3-[(2-Methylpropan-2-yl)oxycarbonyl]-1,4-dihydro-2,3-benzoxazin-8-yl]pentanoic acid CC(C)(C)OC(=O)N1OCC2=C(C1)C=CC=C2C(CC(=O)O)CC